1-{5-fluoro-2-[(3S)-3-methylpiperazin-1-yl]pyrimidin-4-yl}-N-{imidazo[1,2-a]pyridin-3-ylmethyl}azetidine-3-carboxamide FC=1C(=NC(=NC1)N1C[C@@H](NCC1)C)N1CC(C1)C(=O)NCC1=CN=C2N1C=CC=C2